FC=1C=C2C(=C(/C(/C2=CC1)=C/C1=CC=C(C=C1)OC1=CC=C(C=C1)OC)C)CC(=O)O 2-[(1Z)-5-fluoro-1-{[4-(4-methoxyphenoxy)phenyl]Methylene}-2-methyl-1H-inden-3-yl]Acetic acid